C1(CCCC1)N1C(C(=CC2=C1N=C(N=C2)NC2=NN1C(CN(CC1)C)=C2)C#N)=O 8-cyclopentyl-2-((5-methyl-4,5,6,7-tetrahydropyrazolo[1,5-a]pyrazin-2-yl)amino)-7-oxo-7,8-dihydropyrido[2,3-d]pyrimidine-6-carbonitrile